tert-butyl 4-(((2S,4S)-2-(4-(((2-aminoethyl)sulfonyl)carbamoyl)phenyl)-4-ethoxypiperidin-1-yl)methyl)-5-methoxy-7-methyl-1H-indole-1-carboxylate NCCS(=O)(=O)NC(=O)C1=CC=C(C=C1)[C@H]1N(CC[C@@H](C1)OCC)CC1=C2C=CN(C2=C(C=C1OC)C)C(=O)OC(C)(C)C